BrC1=CC=C(C=N1)C#N 6-bromopyridine-3-carbonitrile